ClC1(C(C1C1=CC(=C(C(=C1)Cl)F)Cl)C(=O)N)Cl 2,2-dichloro-3-(3,5-dichloro-4-fluorophenyl)cyclopropane-1-carboxamide